[NH4+].C(C=CC=CCCCCCCC)(=O)[O-] dodecadienoic acid ammonium salt